C(#N)N[C@H]1C([C@@H](C1)C(=O)NC1=CN=C(S1)C1CCCCC1)(C)C (1R,3R)-3-(cyanoamino)-N-(2-cyclohexyl-1,3-thiazol-5-yl)-2,2-dimethylcyclobutane-1-carboxamide